1-(1H-benzimidazol-5-yl)-5-[4-(5-chlorothien-2-yl)-3-fluorophenyl]imidazolidin-2-one N1C=NC2=C1C=CC(=C2)N2C(NCC2C2=CC(=C(C=C2)C=2SC(=CC2)Cl)F)=O